NC=1SC2=C3C=C(N=CC3=CC(=C2N1)C=1C(=CC(=NC1)C(CC)=O)C)Cl 1-(5-{2-amino-8-chloro-[1,3]thiazolo[5,4-f]isoquinolin-4-yl}-4-methylpyridin-2-yl)propan-1-one